((1-methylcyclopropyl)methyl)piperidine CC1(CC1)CN1CCCCC1